Br.NC1=NC=C(C=C1CO)Br (2-amino-5-bromopyridin-3-yl)methanol hydrobromide